ClC1=C(C=C(C=C1)C1=NN(C(=N1)[C@@]1(C[C@H](C2=CC=CC=C12)NC(C)=O)O)CC)F 3-(4-Chloro-3-fluorophenyl-1-ethyl-1H-1,2,4-triazol-5-yl)-N-[(1R,3S)-3-hydroxy-2,3-dihydro-1H-inden-1-yl]acetamide